N-((3S,4S)-3-((6-(2,6-dichloro-3,5-dimethoxyphenyl)-8-methyl-5,6-dihydropyrimido[5,4-c][1,8]naphthyridin-2-yl)amino)tetrahydro-2H-pyran-4-yl)acrylamide ClC1=C(C(=C(C=C1OC)OC)Cl)N1CC2=C(C=3C=CC(=NC13)C)N=C(N=C2)N[C@@H]2COCC[C@@H]2NC(C=C)=O